FC(OC1=C(C=CC=C1)C=1C(=CC(=NC1)C#CCO)C(=O)O)F 5-[2-(difluoromethoxy)phenyl]-2-(3-hydroxyprop-1-yn-1-yl)pyridine-4-carboxylic acid